N-(3,4-dimethoxybenzyl)-3-(tetrahydro-2H-pyran-4-yl)-pyrazolo[1,5-a]pyrimidin-5-amine COC=1C=C(CNC2=NC=3N(C=C2)N=CC3C3CCOCC3)C=CC1OC